[Br-].C(CCCCC)N1C=[N+](C=C1)C 1-n-hexyl-3-methylimidazolium bromide salt